O[C@H]1[C@H]2[C@@H]3CC[C@H]([C@@H](CCC(C(C(=O)O)C)=O)C)[C@]3(CC[C@@H]2[C@]2(CCC(C=C2C1)=O)C)C 7α-hydroxy-3,24-bisoxocholest-4-en-26-oic acid